C[Si]1(NC[C@H](CCC1)NC(=O)C1=CC=2C(=NC(=CC2)OC)N1)C (S)-N-(1,1-dimethylsilazepan-4-yl)-6-methoxy-1H-pyrrolo[2,3-b]pyridine-2-carboxamide